Methyl (3S)-1-(4-(7-cyclopropyl-5-[(1R)-1-methyl-1,2,3,4-tetrahydroisoquinoline-2-carbonyl]pyrazolo[1,5-a]pyrimidin-2-yl)-3-fluoro-5-methylphenyl)pyrrolidine-3-carboxylate C1(CC1)C1=CC(=NC=2N1N=C(C2)C2=C(C=C(C=C2C)N2C[C@H](CC2)C(=O)OC)F)C(=O)N2[C@@H](C1=CC=CC=C1CC2)C